N[C@@H]1[C@H](C2=CC=CC=C2C1)NC(=O)C1=CN(CCS1)C1=C2C(=NC=C1)NC=C2C N-((1S,2S)-2-amino-2,3-dihydro-1H-inden-1-yl)-4-(3-methyl-1H-pyrrolo[2,3-b]pyridin-4-yl)-3,4-dihydro-2H-1,4-thiazine-6-carboxamide